CC1=NC2=CC(=C(C=C2C=C1)C)C 2,6,7-trimethylquinoline